O=C1NC(CCC1C1=CC=C(C=C1)CCC1CCN(CC1)C(=O)OC(C)(C)C)=O tert-butyl 4-[2-[4-(2,6-dioxo-3-piperidyl)phenyl]ethyl]piperidine-1-carboxylate